6-{1,5-dimethyl-4-[methyl-(phenyl)carbamoyl]-1H-pyrrol-2-yl}-7-[(3R)-3-methyl-1,2,3,4-tetrahydroisoquinoline-2-carbonyl]-1,2,3,4-tetrahydroisoquinoline-2-carbonyl chloride CN1C(=CC(=C1C)C(N(C1=CC=CC=C1)C)=O)C=1C=C2CCN(CC2=CC1C(=O)N1CC2=CC=CC=C2C[C@H]1C)C(=O)Cl